5-HYDROXYQUINOLINE-3-BORONIC ACID OC1=C2C=C(C=NC2=CC=C1)B(O)O